4-(5-Methoxy-benzimidazol-1-yl)aniline COC1=CC2=C(N(C=N2)C2=CC=C(N)C=C2)C=C1